ClC1=CC=C2C(=CNC2=C1C1=NC(=NC=C1)C)S(=O)(=O)NC1=NC(=C(C(=N1)OC)OCC(F)F)OC 6-chloro-N-[5-(2,2-difluoroethoxy)-4,6-dimethoxy-pyrimidin-2-yl]-7-(2-methylpyrimidin-4-yl)-1H-indole-3-sulfonamide